O1COC2=C1C=CC(=C2)CNCC2=CC(=NC=C2)N2CCCCC2 1-(1,3-benzodioxol-5-yl)-N-[[2-(1-piperidyl)-4-pyridyl]methyl]-methanamin